BrC=1C(=CC(=C(C1)CO)CBr)F (5-Bromo-2-(bromomethyl)-4-fluorophenyl)methanol